C1=CC=C(C=C1)C2=C(C3=CC=CC=C3C=C2)O Phenylnaphthol